CC=1C=C(OCC(CO)O)C=CC1 3-(3-methylphenoxy)propane-1,2-diol